Thiazole-5-sulfonyl chloride S1C=NC=C1S(=O)(=O)Cl